(S)-4-methoxy-6-(1-(pyrrolidin-3-yl)-1H-pyrazol-4-yl)pyrazolo[1,5-a]pyridine-3-carbonitrile COC=1C=2N(C=C(C1)C=1C=NN(C1)[C@@H]1CNCC1)N=CC2C#N